CC1(CCN(CC1)C1=CC=C(C=C1)S(=O)(=O)NCC1=CC=NC=C1)C 4-(4,4-dimethylpiperidin-1-yl)-N-(pyridin-4-ylmethyl)-benzenesulfonamide